C(C)C1=NN(C(=C1)C(=O)OCC)COCC[Si](C)(C)C ethyl 3-ethyl-1-((2-(trimethylsilyl)ethoxy)methyl)-1H-pyrazole-5-carboxylate